NC1CN(C1)CC(=O)N[C@H]1CN(C[C@H](C1)C)C1=C2C=CC=NC2=C(C=C1)C(F)F 2-(3-aminoazetidin-1-yl)-N-[(3R,5S)-1-[8-(difluoromethyl)quinolin-5-yl]-5-methylpiperidin-3-yl]acetamide